2-((((9H-fluoren-9-yl)methoxy)carbonyl)amino)-2-(2,2-dimethyl-5-oxo-1,3-dioxolan-4-yl)acetic acid C1=CC=CC=2C3=CC=CC=C3C(C12)COC(=O)NC(C(=O)O)C1OC(OC1=O)(C)C